CS(=O)(=O)C(C)C1=NC=C(C=N1)OC 2-(1-methanesulfonylethyl)-5-methoxypyrimidine